C(C)(C)N1N=C(C(=C1C)O)C1=CC=C(C=C1)C(Cl)(Cl)Cl 1-isopropyl-3-(4-(trichloromethyl)phenyl)-5-methyl-pyrazol-4-ol